2-bromo-6-(1-(1-ethoxyethyl)-1H-pyrazol-4-yl)-5-(ethylthio)-[1,2,4]triazolo[1,5-a]pyrazine BrC1=NN2C(C=NC(=C2SCC)C=2C=NN(C2)C(C)OCC)=N1